(R/S)-4-(((R)-1-(3-(1,1-difluoro-2-hydroxy-2-methylpropyl)-2-fluorophenyl)ethyl)amino)-8-methoxy-2,6-dimethyl-8-(trifluoromethyl)-6,8-dihydro-7H-pyrrolo[2,3-g]quinazolin-7-one FC(C(C)(C)O)(F)C=1C(=C(C=CC1)[C@@H](C)NC1=NC(=NC2=CC3=C(C=C12)N(C([C@]3(C(F)(F)F)OC)=O)C)C)F |&1:28|